1-[3-hydroxy-2-(5H-imidazo[1,5-b]isoindol-5-yl)-7-azaspiro[3.5]nonan-7-yl]-3-(3-pyridyl)propan-1-one OC1C(CC12CCN(CC2)C(CCC=2C=NC=CC2)=O)C2N1C(C=3C=CC=CC23)=CN=C1